3',4',5,7-Tetrahydroxyisoflavanone OC=1C=C(C2COC3=CC(=CC(=C3C2=O)O)O)C=CC1O